8-((2s,5r)-4-(1-(4-fluorophenyl)-2-hydroxyethyl)-2,5-dimethylpiperazin-1-yl)-5-methyl-6-oxo-5,6-dihydro-1,5-naphthyridine-2-carbonitrile FC1=CC=C(C=C1)C(CO)N1C[C@@H](N(C[C@H]1C)C1=CC(N(C=2C=CC(=NC12)C#N)C)=O)C